FC1=C(C=CC=C1)NC=1C=NC=2CCN(CC2C1)C=1C(=CC=2N(N1)C(C=CN2)=O)C 7-(3-((2-fluorophenyl)amino)-7,8-dihydro-1,6-naphthyridin-6(5H)-yl)-8-methyl-4H-pyrimido[1,2-b]pyridazin-4-one